COC1=CC=C(CN(C=2N=C(C3=C(N2)C=CNC3=O)N[C@@](CO)(CCCC)C)CC3=CC=C(C=C3)OC)C=C1 (R)-2-(bis(4-methoxybenzyl)amino)-4-((1-hydroxy-2-methylhexan-2-yl)amino)pyrido[4,3-d]pyrimidin-5(6H)-one